ClC=1C=C(C=CC1Cl)C1=CN=CS1 5-(3,4-dichlorophenyl)thiazole